C(#N)C=1N=CC=C2C1N(C(=C2)C(=O)N(C)C21CC(C2)(C1)F)C 7-cyano-N-{3-fluorobicyclo[1.1.1]pentan-1-yl}-N,1-dimethylpyrrolo[2,3-c]pyridine-2-carboxamide